5-(4-(4-(dimethoxymethyl)piperidin-1-yl)phenyl)-6-(3-hydroxyphenyl)-5,6,7,8-tetrahydronaphthalen-2-ol COC(C1CCN(CC1)C1=CC=C(C=C1)C1C=2C=CC(=CC2CCC1C1=CC(=CC=C1)O)O)OC